(diphenylsilanediyl)bis(ethane-2,1-diyl) bis((2-(((2-hydroxyethyl)(methyl)carbamoyl)oxy)ethyl)(methyl)carbamate) OCCN(C(=O)OCCN(C(OCC[Si](CCOC(N(C)CCOC(N(C)CCO)=O)=O)(C1=CC=CC=C1)C1=CC=CC=C1)=O)C)C